(3S,4S)-3-methyl-2-oxa-8-azaspiro[4.5]decan-4-amine bishydrochloride Cl.Cl.C[C@@H]1OCC2([C@@H]1N)CCNCC2